(R)-3-(3,4-dichlorobenzyl)-8-(4-fluorophenyl)-6-((2-imino-3-methyl-2,3-dihydro-1H-imidazol-1-yl)methyl)chroman-4-one ClC=1C=C(C[C@@H]2COC3=C(C=C(C=C3C2=O)CN2C(N(C=C2)C)=N)C2=CC=C(C=C2)F)C=CC1Cl